(9Z,12Z)-N-(5-(4-(4-((5-amino-7-(butylamino)-2H-pyrazolo[4,3-d]pyrimidin-2-yl)methyl)-3-methoxyphenyl)piperazin-1-yl)-5-oxopentyl)octadeca-9,12-dienamide NC=1N=C(C=2C(N1)=CN(N2)CC2=C(C=C(C=C2)N2CCN(CC2)C(CCCCNC(CCCCCCC\C=C/C\C=C/CCCCC)=O)=O)OC)NCCCC